Bis(acryl)cystamine C(=O)(C=C)N(CCSSCCN)C(=O)C=C